1-(1,3-oxazol-2-ylmethyl)piperazine hydrochloride Cl.O1C(=NC=C1)CN1CCNCC1